1-Ethylmethylether C(C)COCCC